2-Amino-7-fluoro-4-(5-fluoro-3-((2S,4R)-2-methyl-4-(4-methylpiperazin-1-yl)pyrrolidin-1-yl)-7,9-dihydrofuro[3,4-f]quinazolin-6-yl)thieno[3,2-c]pyridine-3-carbonitrile NC1=C(C=2C(=NC=C(C2S1)F)C=1C2=C(C=3C=NC(=NC3C1F)N1[C@H](C[C@H](C1)N1CCN(CC1)C)C)COC2)C#N